FC1=C2C(=CNC2=CC(=C1)OC)C=O 4-FLUORO-6-METHOXYINDOLE-3-CARBOXALDEHYDE